4-methoxy-7-methyl-1-(2-methyl-pyridin-3-yl)quinazolin-2(1H)-one COC1=NC(N(C2=CC(=CC=C12)C)C=1C(=NC=CC1)C)=O